1-(4-(3-(4-(2-chloro-3,5-dimethoxyphenyl)-8-(methylamino)-[1,2,4]triazolo[1',5':1,6]pyrido[2,3-d]pyrimidin-2-yl)propyl)piperazin-1-yl)prop-2-en-1-one ClC1=C(C=C(C=C1OC)OC)C1=CC=2C(=NC(=NC2)NC)N2C1=NC(=N2)CCCN2CCN(CC2)C(C=C)=O